tert-Butyl (S)-3-((3-fluoro-5-methylbenzyl)amino)-4-oxo-4,6,7,8-tetra-hydropyrrolo[1,2-a]pyrimidine-6-carboxylate FC=1C=C(CNC2=CN=C3N(C2=O)[C@@H](CC3)C(=O)OC(C)(C)C)C=C(C1)C